NC(COCCOCCOCC(C)N)C diethylene glycol bis(2-aminopropyl) ether